FC=1C(=CC2=C(C(NC=3CNC[C@H](C23)N(C(=O)C=2NC3=C(C=CC=C3C2)F)C)=O)C1)F (S)-N-(8,9-difluoro-6-oxo-1,2,3,4,5,6-hexahydrobenzo[c][1,7]naphthyridin-1-yl)-7-fluoro-N-methyl-1H-indole-2-carboxamide